OC[C@H]1O[C@H](O[C@H]2[C@H](O)[C@@H](O)[C@H](O)O[C@@H]2CO)[C@H](O)[C@@H](O)[C@@H]1O Maltose